CC1=C(C=C(C(N1C1=NC=CC=C1)=O)C(=O)N)C1=CC=NN1C 6-methyl-5-(1-methyl-1H-pyrazol-5-yl)-2-oxo-2H-[1,2'-bipyridine]-3-carboxamide